OCCC[C@H]1CN(CC1)C(=O)OC(C)(C)C tert-butyl (3R)-3-(3-hydroxypropyl)pyrrolidine-1-carboxylate